ClC1=C(C=CC=C1Cl)NC1=NN(C2=NC(=NC(=C21)OC)N2CCC(CC2)(C)CNC(OC(C)(C)C)=O)COCC[Si](C)(C)C tert-butyl ((1-(3-((2,3-dichlorophenyl)amino)-4-methoxy-1-((2-(trimethylsilyl)ethoxy)methyl)-1H-pyrazolo[3,4-d]pyrimidin-6-yl)-4-methylpiperidin-4-yl)methyl)carbamate